COC(=O)C1CC(CC1)CC(=O)O (3-(methoxycarbonyl)cyclopentyl)acetic acid